1-benzyl-2,2-dimethyl-azepane C(C1=CC=CC=C1)N1C(CCCCC1)(C)C